2-(1-phenylethyl)-1,2-propanediamine C1(=CC=CC=C1)C(C)C(CN)(C)N